7-Chlorokynurenic acid O=C(O)C1C=C(O)C2=CC=C(Cl)C=C2N=1